(E)-(4-(3-Chloropyridin-2-yl)piperazin-1-yl)(2,6-dichlorophenyl)methanone oxime ClC=1C(=NC=CC1)N1CCN(CC1)/C(=N/O)/C1=C(C=CC=C1Cl)Cl